isophorone isocyanato-n-butyl-monocarbamate N(=C=O)N(C(O)=O)CCCC.O=C1C=C(CC(C)(C)C1)C